4-formylbenzene-1,3-disulfonic acid disodium salt [Na+].[Na+].C(=O)C1=C(C=C(C=C1)S(=O)(=O)[O-])S(=O)(=O)[O-]